OC[C@]1(N2C[C@@H]([C@H](C1=O)CC2)C)COC (1S,2S,4R,5R)-2-(hydroxymethyl)-2-(methoxymethyl)-5-methyl-quinuclidin-3-one